C1=CC=CC=2C3=CC=CC=C3C(C12)COC(=O)N[C@H](C(=O)O)CC1=C(C(=CC=C1)I)F (2S)-2-(9H-fluoren-9-ylmethoxycarbonylamino)-3-(2-fluoro-3-iodophenyl)propanoic acid